BrC1=NC=CC(=C1)N1CCC(CC1)CCC(=O)OCC ethyl 3-[1-(2-bromopyridin-4-yl)piperidin-4-yl]propanoate